trans-(S)-(3-(4-(tert-butyl)cyclohexyl)-4-(pyrrolidin-3-yloxy)phenyl)(4-(3-(piperazin-1-yl)phenoxy)piperidin-1-yl)methanone dihydrochloride Cl.Cl.C(C)(C)(C)[C@@H]1CC[C@H](CC1)C=1C=C(C=CC1O[C@@H]1CNCC1)C(=O)N1CCC(CC1)OC1=CC(=CC=C1)N1CCNCC1